1-methyl-N-[[(2S)-tetrahydrofuran-2-yl]methyl]pyrazol-4-amine CN1N=CC(=C1)NC[C@H]1OCCC1